{1-[3-(2-Cyclopropyl-benzylamino)-1-methyl-1H-pyrazol-4-yl]-ethyl}-(2'-methoxy-4'-methyl-3,4,5,6-tetrahydro-2H-[1,3']bipyridinyl-4-yl)-amine C1(CC1)C1=C(CNC2=NN(C=C2C(C)NC2CCN(CC2)C=2C(=NC=CC2C)OC)C)C=CC=C1